tetraethylphosphanediamine C(C)N(PN(CC)CC)CC